tert-butyl 2-(5-(3-cyclopropyl-1-(2-oxopyridin-1(2H)-yl) propyl)-2-fluorophenylcarbamoyl)-4-methoxypyrrolidine-1-carboxylate C1(CC1)CCC(N1C(C=CC=C1)=O)C=1C=CC(=C(C1)NC(=O)C1N(CC(C1)OC)C(=O)OC(C)(C)C)F